F[P-](F)(F)(F)(F)F.N1(N=NC2=C1C=CC=C2)O[P+](N(C)C)(N(C)C)N(C)C Benzotriazol-1-yloxy-tris(dimethylamino)phosphonium hexafluoro-phosphate